N-[(4S)-chroman-4-yl]-8-(3,5-dichlorophenyl)-4-(morpholin-4-yl)-1,7-naphthyridine-3-carboxamide O1CC[C@@H](C2=CC=CC=C12)NC(=O)C=1C=NC2=C(N=CC=C2C1N1CCOCC1)C1=CC(=CC(=C1)Cl)Cl